F[P-](F)(F)(F)(F)F.C(C)[N+](CCOC)(C)CC diethyl-methyl-methoxyethylammonium hexafluorophosphate